3-[3-(3,5-Dimethoxyphenylamino)-2-hydroxypropyl]-1H-1,2,4-triazol-5(4H)-one COC=1C=C(C=C(C1)OC)NCC(CC1=NNC(N1)=O)O